(S)-7-((1H-imidazol-1-yl)methyl)-4-(cyclopropylethynyl)-4-(1,1-difluoroethyl)-6-fluoro-3,4-dihydroquinazolin-2(1H)-one N1(C=NC=C1)CC1=C(C=C2[C@](NC(NC2=C1)=O)(C(C)(F)F)C#CC1CC1)F